3-methylsulfanyl-propyl-amine CSCCCN